CC(CC(C#C)O)C 5-methyl-1-hexyn-3-ol